ClC1=NC(=CC=C1C(=O)NS(=O)(=O)C1=C(C=CC=C1)O)N1N=C(C=C1)OCC1(CC1)C(F)(F)F 2-chloro-N-(2-hydroxyphenyl)sulfonyl-6-[3-[[1-(trifluoromethyl)cyclopropyl]methoxy]pyrazol-1-yl]pyridine-3-carboxamide